[Mn].[Ti].[Sn] tin-titanium-manganese